C(C)(C)(C)OC(=O)N1N=C(C(=C1)Br)N 3-amino-4-bromopyrazole-1-carboxylic acid tert-butyl ester